CCCCCCCC#N 8-octanenitrile